1-[4-(1,2,4,5-Tetrazin-3-yl)phenyl]Methylamine N1=NC(=NN=C1)C1=CC=C(C=C1)CN